4-((tert-butoxycarbonyl)amino)-1-methylimidazo[1,5-a]quinoxaline-8-carboxylic acid C(C)(C)(C)OC(=O)NC=1C=2N(C3=CC(=CC=C3N1)C(=O)O)C(=NC2)C